(S)-5-methyl-2,3-dihydro-1H-inden-1-amine hydrochloride Cl.CC=1C=C2CC[C@@H](C2=CC1)N